C(C)(C)(C)OC(N[C@H](C(=O)NC1=CC=C(C=C1)C1=C(C=NC=C1)OC)C(C1=CC=CC=C1)C1=CC=CC=C1)=O (S)-(1-((4-(3-methoxypyridin-4-yl)phenyl)amino)-1-oxo-3,3-diphenylPropan-2-yl)carbamic acid tert-butyl ester